2,3-dimethyl-5-(4-chlorophenyl)furan CC=1OC(=CC1C)C1=CC=C(C=C1)Cl